pentafluoroethoxyvinyl α-chloroacrylate ClC(C(=O)OC=COC(C(F)(F)F)(F)F)=C